FC(CNC(=O)C1(C2=CC=CC=C2C=2C=CC=CC12)CCCCN1CCC(CC1)NC(=O)C1=C(C=CC=C1)C1=CC=C(C=C1)C(F)(F)F)(F)F N-(2,2,2-trifluoroethyl)-9-[4-[4-[[[4'-(trifluoromethyl)[1,1'-biphenyl]-2-yl]carbonyl]amino]-1-piperidinyl]butyl]-9H-fluorene-9-carboxamide